CC(CCCCCCCO)CC 8-methyl-decanol